C[C@@H](CCC)N1N=CC(=C1)C=1C=2N(C=C(N1)C=1C=NN(C1)C[C@H](CO)O)N=CC2 (R)-3-(4-(4-(1-((S)-pentan-2-yl)-1H-pyrazol-4-yl)pyrazolo[1,5-a]pyrazin-6-yl)-1H-pyrazol-1-yl)propane-1,2-diol